C(C)(C)(C)C1(CCN(CC1)CCCOC1=NC(=NC2=CC=CC=C12)C)O 4-(tert-butyl)-1-(3-((2-methylquinazolin-4-yl)oxy)propyl)piperidin-4-ol